FC(C1=NN=C(S1)C1=CN=C2N1C=C(C=C2N2C[C@@H](OCC2)C(=O)N2CC(C2)O)S(=O)(=O)NC2(CC2)C)F (R)-3-(5-(difluoromethyl)-1,3,4-thiadiazol-2-yl)-8-(2-(3-hydroxyazetidine-1-carbonyl)morpholino)-N-(1-methylcyclopropyl)imidazo[1,2-a]pyridine-6-sulfonamide